ClC1=CC(=C(C=C1)C1OC2=C(C=CC=C2C(=C1)F)C1CCN(CC1)CC=1N(C=2C(=NC=C(C2)C(=O)O)N1)CC1(CC1)CF)OC 2-((4-(2-(4-chloro-2-methoxyphenyl)-4-fluoro-2H-chromen-8-yl)piperidin-1-yl)methyl)-1-((1-(fluoromethyl)cyclopropyl)methyl)-1H-imidazo[4,5-b]pyridine-6-carboxylic acid